2,3,4,6-tetra(10H-phenoxazin-10-yl)-5-(pyridin-3-yl)benzonitrile C1=CC=CC=2OC3=CC=CC=C3N(C12)C1=C(C#N)C(=C(C(=C1N1C2=CC=CC=C2OC=2C=CC=CC12)N1C2=CC=CC=C2OC=2C=CC=CC12)C=1C=NC=CC1)N1C2=CC=CC=C2OC=2C=CC=CC12